CCCCCCCCCCCCCCCCCCCCCCCCC(C(=O)N[C@@H](COP(=O)(O)O[C@@H]1[C@@H]([C@@H]([C@H]([C@@H]([C@H]1OC2[C@H]([C@H]([C@@H]([C@H](O2)COP(=O)(O)OC3[C@@H]([C@H](C([C@H]([C@H]3O)O)O)O)O)O)O)O)O)O)O)O)[C@@H](C(CCCCCCCCCCCCCCCC)O)O)O The molecule is an inositol phosphomannosylinositol phosphoceramide compound having an inositol 1-phosphoryl group linked to the mannose residue (at the 6-position) and a hexacosanoyl group amide-linked to a C20 phytosphingosine base, with hydroxylation at C-2 of the C26 very-long-chain fatty acid. It derives from a Man-beta1-2-Ins-1-P-Cer(t20:0/2-OH-26:0).